4-[4,5-Dichloro-2-(trifluoromethyl)phenyl]-3-[5-(trifluoromethyl)pyridin-2-yl]sulfanyl-1H-1,2,4-triazol-5-one ClC1=CC(=C(C=C1Cl)N1C(=NNC1=O)SC1=NC=C(C=C1)C(F)(F)F)C(F)(F)F